C1(CCCCC1)NC1=NC(=CC(=C1)CN1CCOCC1)NC=1SC(=CN1)C=1OC(=NN1)C1=CC=CC=C1 N2-Cyclohexyl-4-(morpholinomethyl)-N6-(5-(5-phenyl-1,3,4-oxadiazol-2-yl)thiazol-2-yl)pyridin-2,6-diamine